cis-2-amino-2-methylcyclopentane-carboxylic acid hydrochloride Cl.N[C@@]1([C@@H](CCC1)C(=O)O)C